CC(C)=CCCC(=CCCC(=CCCC=C(CCC=C(CCC=C(C)C)C)C)C)C 2,6,10,15,19,23-hexamethyl-2,6,10,14,18,22-tetracosahexaene